[C@@H]12[C@@H](C[C@@H](CC1)C2)N2C(C(=CC1=C2N=C(N=C1)NC1CCN(CC1)S(=O)(=O)C)C#N)=O 8-((1R,2R,4S)-bicyclo[2.2.1]heptan-2-yl)-2-(1-(methylsulfonyl)piperidin-4-ylamino)-7-oxo-7,8-dihydropyrido[2,3-d]pyrimidine-6-carbonitrile